3-(((2-(3-(m-tolyloxy)cyclohexyl)propyl)amino)methyl)phenol C1(=CC(=CC=C1)OC1CC(CCC1)C(CNCC=1C=C(C=CC1)O)C)C